platinum(IV) nitrate [N+](=O)([O-])[O-].[Pt+4].[N+](=O)([O-])[O-].[N+](=O)([O-])[O-].[N+](=O)([O-])[O-]